[I-].CC=1SC2=C([N+]1C)C=C(C=C2)C 2,3,5-trimethylbenzo[d]thiazol-3-ium iodide